N,N'-bis(3-aminopropyl)-1,2-ethanediamine NCCCNCCNCCCN